FC1(CN(CC[C@H]1NC1=NN2C(C(=N1)OC)=C(C=C2)C=2C=C(C1=C(N(C(=N1)C)C(C)C)C2)F)CCO)F (R)-2-(3,3-Difluoro-4-((5-(4-fluoro-1-isopropyl-2-methyl-1H-benzo[d]imidazol-6-yl)-4-methoxypyrrolo[2,1-f][1,2,4]triazin-2-yl)amino)piperidin-1-yl)ethan-1-ol